C(C)(C)(C)OC(=O)N1CC2(CCC(C1)C2)CCC(=O)OCC.C2(=CC=CC=C2)C=2C=C(SC2)C(C=O)=C (E)-4-phenyl-2-(thiophen-2-yl)prop-2-en-1-one tertbutyl-1-(3-ethoxy-3-oxopropyl)-3-azabicyclo[3.2.1]octane-3-carboxylate